[(2R,3S,4S,5S,6S)-5-Acetamido-3,4-diacetyloxy-6-[4-[(E)-3-phenylprop-2-enoyl]phenoxy]oxan-2-yl]methyl acetate C(C)(=O)OC[C@H]1O[C@H]([C@H]([C@@H]([C@@H]1OC(C)=O)OC(C)=O)NC(C)=O)OC1=CC=C(C=C1)C(\C=C\C1=CC=CC=C1)=O